ClC=1C=C(C=CC1Cl)C=1N=C(SC1SC(C)C)N1N=C(C(=C1C(=O)O)C1=CC(=CC(=C1)O)F)C 1-(4-(3,4-dichlorophenyl)-5-(isopropylthio)thiazol-2-yl)-4-(3-fluoro-5-hydroxyphenyl)-3-methyl-1H-pyrazole-5-carboxylic acid